Tris[hydroxylmethyl]-aminomethane hydrochloride Cl.OCC(N)(CO)CO